Benzoyl-(biphenyl-4-carbonyl) Peroxide C(C1=CC=CC=C1)(=O)OOC(=O)C1=CC=C(C=C1)C1=CC=CC=C1